NCC1=NNC(C2=CC=C(C=C12)C=1C=NN(C1C1=CC(=C2N1C(C=CN2C)=O)C2CC2)C)=O 4-(aminomethyl)-6-[5-(8-cyclopropyl-1-methyl-4-oxo-pyrrolo[1,2-a]pyrimidin-6-yl)-1-methyl-pyrazol-4-yl]-2H-phthalazin-1-one